di-tert-butyl (R)-4-(3-(1H-pyrazol-1-yl) phenyl)-6-oxo-3,6-dihydropyridine-1,2(2H)-dicarboxylate N1(N=CC=C1)C=1C=C(C=CC1)C=1C[C@@H](N(C(C1)=O)C(=O)OC(C)(C)C)C(=O)OC(C)(C)C